OC1=C2C(CC(OC2=CC=C1)C1=CC=C(C=C1)O[Si](C)(C)C(C)(C)C)=O 5-hydroxyl-2-(4-(tert-butyldimethylsilyl)oxyphenyl)chroman-4-one